[(2S,3S,7R)-7-(6-tert-Butyl-5-methyl-pyrrolo[2,3-b]pyrazin-3-yl)-3-isopropoxy-azepan-2-yl]methanol C(C)(C)(C)C1=CC=2C(=NC(=CN2)[C@H]2CCC[C@@H]([C@@H](N2)CO)OC(C)C)N1C